N-(4-(2-(4-bromophenyl)-but-3-yn-2-yl)thiazol-2-yl)-3-(hydroxymethyl)-azetidine-1-carboxamide BrC1=CC=C(C=C1)C(C)(C#C)C=1N=C(SC1)NC(=O)N1CC(C1)CO